NC=1C(=NC(=C(N1)F)C1=CC=C(C=C1)N1CCN(CC1)C(C)C)C=1C=C2C=NNC(C2=CC1)=O 6-(3-amino-5-fluoro-6-(4-(4-isopropylpiperazin-1-yl)phenyl)pyrazin-2-yl)phthalazin-1(2H)-one